NC1=NC(N(C=C1)[C@@H]1O[C@@]([C@H](C1)O)(CO)CC)=O 4-amino-1-((2R,4S,5R)-5-ethyl-4-hydroxy-5-(hydroxymethyl)tetrahydrofuran-2-yl)pyrimidin-2(1H)-one